C(#N)C12CCC(CC1)(C2)N(C(OC(C)(C)C)=O)C(C(F)(F)F)=O tert-butyl (4-cyanobicyclo[2.2.1]heptan-1-yl)(2,2,2-trifluoroacetyl)carbamate